2-(3-methyltetrahydrofuran-3-yl)pyridine-2,3-diamine CC1(COCC1)C1(NC=CC=C1N)N